O=C1NC(CCC1N1C(C2=CC=C(C=C2C1)C(=O)N1CC2(C1)C=C(C2)C2=C(C#N)C=CC=C2)=O)=O 2-(2-(2-(2,6-dioxopiperidin-3-yl)-1-oxoisoindoline-5-carbonyl)-2-azaspiro[3.3]hept-5-en-6-yl)benzonitrile